NC=1C=CC(=C(C1)S(=O)(=O)N[C@H]1[C@@H](C1)C1=CC=CC=C1)C |r| Trans-rac-5-amino-2-methyl-N-(2-phenylcyclopropyl)benzenesulfonamide